C(C=C)(=O)N1C(CN(CC1)C1=NC(=NC=2CC(CCC12)N1CCCC2=CC=CC=C12)N1CC(CC1)N(C)C)CC#N 2-(1-acryloyl-4-(2-(3-(dimethylamino)pyrrolidin-1-yl)-7-(3,4-dihydroquinolin-1(2H)-yl)-5,6,7,8-tetrahydroquinazolin-4-yl)piperazin-2-yl)acetonitrile